(N-[4-amino-5-[4-[2-(azepan-1-yl)-2-oxo-ethoxy]benzoyl]thiazol-2-yl]-4-fluoro-anilino)propanamide NC=1N=C(SC1C(C1=CC=C(C=C1)OCC(=O)N1CCCCCC1)=O)N(C1=CC=C(C=C1)F)C(C(=O)N)C